CN1N=C2C(=C1N)CCC2 2-Methyl-5,6-dihydro-4H-cyclopenta[c]pyrazol-3-amine